(2R,5S)-1-((3,3-difluorocyclobutyl)(4-(trifluoromethyl)phenyl)methyl)-2,5-dimethylpiperazine hydrochloride Cl.FC1(CC(C1)C(N1[C@@H](CN[C@H](C1)C)C)C1=CC=C(C=C1)C(F)(F)F)F